C(C)(C)(C)OC(NCC1=C(C(=CC=C1)Br)Cl)=O tert-Butyl(3-bromo-2-chlorobenzyl)carbamate